4-(7-methyl-5,8-dihydrooxepino[3,2-f]benzofuran-2-yl)-N-(1-methylpiperidin-4-yl)benzamide CC1=CCC=2C(=CC3=C(C=C(O3)C3=CC=C(C(=O)NC4CCN(CC4)C)C=C3)C2)OC1